COC1=CC=C(C(C2=CC=C(C=C2)OC)(C2=CC=CC=C2)OC[C@@H]2[C@H]([C@H]([C@@H](O2)N2C=C3C4=CC=C(C=C4NC=4N=CN=C2C34)C#N)O)O)C=C1 2-(5-O-(4,4'-Dimethoxytrityl)-β-D-ribofuranosyl)-2,6-dihydro-2,3,5,6-tetraazaaceanthrylene-8-carbonitrile